(R)-7-(3-(pyrrolidin-3-ylmethoxy)propyl)-1,2,3,4-tetrahydro-1,8-naphthyridine N1C[C@@H](CC1)COCCCC1=CC=C2CCCNC2=N1